[(3S)-5-oxopyrrolidin-3-yl] 4-[3-[2-[(1-tert-butoxycarbonylazetidin-3-yl)amino]-3-pyridyl]pyrazolo[1,5-a]pyrimidin-5-yl]piperazine-1-carboxylate C(C)(C)(C)OC(=O)N1CC(C1)NC1=NC=CC=C1C=1C=NN2C1N=C(C=C2)N2CCN(CC2)C(=O)O[C@@H]2CNC(C2)=O